methyl 2-methyl-2-[18,30,32-trimethyl-20-oxo 14-oxa-8,9,10,21-tetraazahexacyclo[19.5.3.216,19.13,7.06,10.024,28]dotriaconta-1(27),3(32),4,6,8,16,18,24(28),25,30-decaen-2-yl]propanoate CC(C(=O)OC)(C)C1C=2C=CC=3CCN(C(C4=C(C=C(COCCCN5N=NC6=C5C=CC1=C6C)C=C4C)C)=O)CC3C2